FC1=CC=C(C=C1)C1(CC2C(N(OC2(C)C)C(C)C)C(C1)C)C 5-(4-Fluorophenyl)-1-isopropyl-3,3,5,7-tetramethyloctahydrobenzo[c]isoxazol